1-(3-chloro-5-iodo-6-(4,4,4-trifluorobutyl)pyrazin-2-yl)piperidine-4-carbonitrile ClC=1C(=NC(=C(N1)I)CCCC(F)(F)F)N1CCC(CC1)C#N